IC1=CC=CC=2NC=NC21 4-iodo-1H-benzo[d]imidazole